4-((1-methyl-1H-pyrazol-4-yl)amino)pyrimidin CN1N=CC(=C1)NC1=NC=NC=C1